ClC1=CC=C(C=N1)CN(C=1C=COC1)CC1=C(C=CC(=C1)Cl)F 4-{[(6-Chloropyridin-3-yl)methyl](5-chloro-2-fluorobenzyl)amino}furan